(S)-3-cyclopentyl-N-((R)-2-(difluoromethoxy)-1-(3-(difluoromethoxy)phenyl)ethyl)-3-hydroxypropionamide C1(CCCC1)[C@H](CC(=O)N[C@@H](COC(F)F)C1=CC(=CC=C1)OC(F)F)O